FC=1C=C(C=C(C1CN1CC(C1)C(=O)O)OC)C1=C(C(=CC=C1)C1=C(C(=CC=C1)NC(=O)C=1C(N(C=CC1)C)=O)C)C 1-((3-fluoro-5-methoxy-2',2''-dimethyl-3''-(1-methyl-2-oxo-1,2-dihydropyridine-3-carboxamido)-[1,1':3',1''-terphenyl]-4-yl)methyl)azetidine-3-carboxylic acid